(S)-N-(1-amino-3-hydroxy-1-oxopropan-2-yl)-5-((1-isopropyl-1H-pyrazol-5-yl)methoxy)-2-methylbenzofuran-3-carboxamide tert-butyl-(2R)-2-(hydroxymethyl)-2,5-dihydropyrrole-1-carboxylate C(C)(C)(C)OC(=O)N1[C@H](C=CC1)CO.NC([C@H](CO)NC(=O)C1=C(OC2=C1C=C(C=C2)OCC2=CC=NN2C(C)C)C)=O